Bis(2-methyl-5-trifluoromethyl-8-quinolinolate) Aluminum [Al+2].CC1=NC2=C(C=CC(=C2C=C1)C(F)(F)F)[O-].CC1=NC2=C(C=CC(=C2C=C1)C(F)(F)F)[O-]